S(N)(=O)(=O)/C=C/C1N(CC1)C(=O)OC(C)(C)C tert-butyl (E)-2-(2-sulfamoylvinyl)azetidine-1-carboxylate